(S,Z)-N-(4-fluorobicyclo[4.2.0]octa-1(6),2,4-trien-7-yl)-N'-hydroxy-4-((1-sulfamoylazetidin-3-yl)oxy)-1,2,5-oxadiazole-3-carboximidamide FC=1C=CC=2C[C@@H](C2C1)N\C(=N/O)\C1=NON=C1OC1CN(C1)S(N)(=O)=O